2-[4-(methylsulfonyl)-2-nitrobenzoyl]-1,3-cyclohexanedione CS(=O)(=O)C1=CC(=C(C(=O)C2C(CCCC2=O)=O)C=C1)[N+](=O)[O-]